(S)-3,5-dichloro-4-(2-(3-(cyclopropylmethoxy)-4-(difluoromethoxy)phenyl)-2-(3-(methylsulfonyloxy)-4-(morpholinomethyl)-benzoyloxy)ethyl)pyridine 1-oxide ClC=1C=[N+](C=C(C1C[C@H](OC(C1=CC(=C(C=C1)CN1CCOCC1)OS(=O)(=O)C)=O)C1=CC(=C(C=C1)OC(F)F)OCC1CC1)Cl)[O-]